5-trichloromethyl-3-(3,5-dinitrophenyl)-1,2,4-oxadiazole ClC(C1=NC(=NO1)C1=CC(=CC(=C1)[N+](=O)[O-])[N+](=O)[O-])(Cl)Cl